1-(furan-2-carbonyl)-N-(3-(methylsulfonamido)phenyl)piperidine-3-carboxamide O1C(=CC=C1)C(=O)N1CC(CCC1)C(=O)NC1=CC(=CC=C1)NS(=O)(=O)C